NCCC1=CC=C(C=N1)C1=C(C=C(C#N)C=C1)OC=1N(N=C(C1)C1=CC=CC=C1)C 4-[6-(2-aminoethyl)pyridin-3-yl]-3-(2-methyl-5-phenylpyrazol-3-yl)oxybenzonitrile